[Na+].[Na+].[Na+].S(=O)(=O)([O-])C=1C=C(C=CC1)P(C1=CC(=CC=C1)S(=O)(=O)[O-])C1=CC(=CC=C1)S(=O)(=O)[O-] tris(3-sulfophenyl)phosphine trisodium salt